C1(=CC=CC2=CC=CC=C12)C(=O)[O-].[NH+]12CCCC=C2CNC1 1,8-diazabicyclo[4.3.0]-5-nonenylium naphthoate